OC=1C=C(C=CC1)C(C#N)C(C)=O 2-(3-hydroxyphenyl)-3-oxobutanenitrile